C(C)(CC)C1(C=CC=C1)[Y](Cl)C1(C=CC=C1)C(C)CC bis(sec-butylcyclopentadienyl)chloroyttrium